(1-(4-chloro-6-(diethoxymethyl)-7H-pyrrolo[2,3-d]pyrimidin-7-yl)-3-methoxypropan-2-yl)carbamic acid tert-butyl ester C(C)(C)(C)OC(NC(CN1C(=CC2=C1N=CN=C2Cl)C(OCC)OCC)COC)=O